C(C)(=O)NC1=CC=C(C=C1)C=1C=C2C(=NC1)N(C(=N2)C=2C(=NC=CC2)N)C2=CC=C(CNC(=O)C=1C=C(C=CC1)CC(=O)OC)C=C2 methyl 2-(3-((4-(6-(4-acetamidophenyl)-2-(2-aminopyridin-3-yl)-3H-imidazo[4,5-b]pyridin-3-yl)benzyl)carbamoyl)phenyl)acetate